C(C)(C)(C)OC(=O)N1CCC=C(C1)C=1SC2=C(N1)C=CC(=C2)C(N[C@H]2CCOC1=CC=CC=C21)=O.COC2=CC=C(CN1C(CC(C1)C1(NCC1)C)=O)C=C2 1-(4-Methoxybenzyl)-4-(2-Methylazetidin-2-yl)pyrrolidin-2-one tert-butyl-5-(6-((S)-chroman-4-ylcarbamoyl)benzo[d]thiazol-2-yl)-3,6-dihydropyridine-1(2H)-carboxylate